1,2,3-oxathiazole O1SNC=C1